tert-butyl 5-methyl-8-(p-tolyl)-1,3,4,5-tetrahydro-2H-pyrido[4,3-b]indole-2-carboxylate CN1C2=C(C=3C=C(C=CC13)C1=CC=C(C=C1)C)CN(CC2)C(=O)OC(C)(C)C